N(N)CCS(=O)(=O)OCC(C)(C)C 2,2-dimethylpropyl 2-hydrazinoethanesulfonate